FC1=C(CNC(=O)C=2C(C(=C3N(N4CCOCCN(C3=O)C4)C2)O)=O)C=CC(=C1)F N-(2,4-difluorobenzyl)-9-hydroxy-8,10-dioxo-2,3,5,6,8,10-hexahydro-1,7-methanopyrido[1,2-e][1,4,5,8]oxatriazecine-11-carboxamide